FC=1C=C(C=NC1)OC(C#N)(C)C 2-[(5-fluoro-3-pyridyl)oxy]-2-methyl-propanenitrile